[O].C1=CC=CC=2OC3=C(C21)C=CC=C3 dibenzofuran Oxygen